4-((2'S,3S,4'S,5'R)-6-chloro-4'-(2-chlorophenyl)-2'-neopentylspiro[indoline-3,3'-Pyrrolidine]-5'-carboxamido)-3-methoxybenzoic acid ClC1=CC=C2C(=C1)NC[C@@]21[C@@H](N[C@H]([C@@H]1C1=C(C=CC=C1)Cl)C(=O)NC1=C(C=C(C(=O)O)C=C1)OC)CC(C)(C)C